tert-butyl N-[(1S)-5-[2-(2-aminopyridin-3-yl)-5-[2-(trimethylsilyl)ethynyl]imidazo[4,5-b]pyridin-3-yl]-2,3-dihydro-1H-inden-1-yl]carbamate NC1=NC=CC=C1C1=NC=2C(=NC(=CC2)C#C[Si](C)(C)C)N1C=1C=C2CC[C@@H](C2=CC1)NC(OC(C)(C)C)=O